hexahydro-1H-cyclopenta[c]thiophen-5-yl methanesulfonate CS(=O)(=O)OC1CC2C(CSC2)C1